CCCCC/C=C\\C/C=C\\CCCCCCCC(=O)CC(=O)SCCNC(=O)CCNC(=O)[C@@H](C(C)(C)COP(=O)([O-])OP(=O)([O-])OC[C@@H]1[C@H]([C@H]([C@@H](O1)N2C=NC3=C(N=CN=C32)N)O)OP(=O)([O-])[O-])O The molecule is a 3-oxo-fatty acyl-CoA(4-) arising from deprotonation of the phosphate and diphosphate functions of (11Z,14Z)-3-oxoicosa-11,14-dienoyl-CoA. It is a conjugate base of an (11Z,14Z)-3-oxoicosa-11,14-dienoyl-CoA.